hydroxy-2-oxo-1,2-dihydro-1,5-naphthyridine-3-carbonitrile ON1C(C(=CC2=NC=CC=C12)C#N)=O